C(C)(C)N1N=C(C2=CC=CC(=C12)CC(=O)OC(C)(C)C)C tert-butyl 2-(1-isopropyl-3-methyl-1H-indazol-7-yl)acetate